NC1=C2CN(C(C2=CC=C1)=O)N1C(CCCC1=O)=O (4-amino-1-oxoisoindolin-2-yl)piperidine-2,6-dione